FC(C1=C(C(=NO1)C1=CC=CC=C1)C1=CC=C(C=C1)S(=O)(=O)N)F 4-[5-(difluoromethyl)-3-phenylisoxazol-4-yl]benzenesulfonamide